benzo[c]-carbazole C1=CC=CC=2C=CC=3NC=4C=CC=CC4C3C21